C(C)(=O)O[C@H]1[C@@H](OC[C@H]1OC(C)=O)N1C2=NC(=NC(=C2N=C1C=1SC=CC1)N)C#CCCCCCCC (2R,3R,4R)-2-(6-amino-2-(non-1-yn-1-yl)-8-(thiophen-2-yl)-9H-purin-9-yl)tetrahydrofuran-3,4-diyl diacetate